(R)-N-methoxy-N-methyl-4-(1-methyl-1H-pyrazol-5-yl)-2-(3-methylmorpholino)pyrrolo[1,2-a]pyrimidine-8-carboxamide CON(C(=O)C=1C=CN2C1N=C(C=C2C2=CC=NN2C)N2[C@@H](COCC2)C)C